(R)-9-chloro-3-methyl-5-oxo-2,3-dihydro-1H-pyrido[2',3':4,5]thieno[3,2-e][1,4]diazepine-1,4(5H)-dicarboxylic acid di-tert-butyl ester C(C)(C)(C)OC(=O)N1C[C@H](N(C(C2=C1C1=C(S2)C=CC(=N1)Cl)=O)C(=O)OC(C)(C)C)C